6-(difluoromethyl)-3-(6-(2,3-dimethylpiperazin-1-yl)pyrimidin-4-yl)imidazo[1,2-b]pyridazine FC(C=1C=CC=2N(N1)C(=CN2)C2=NC=NC(=C2)N2C(C(NCC2)C)C)F